COC(C1=C(C(=C(C(=C1)CC1=C(C(=CC=C1)NCC1=C(C(=C(C=C1)OC)OC)OC)F)F)F)NC1=C(C=C(C=C1)I)F)=O.NC=1C(N(C=CC1)C1=NC=CC=C1)=O 3-amino-1-(2-pyridinyl)pyridin-2-one methyl-3,4-difluoro-5-(2-fluoro-3-((2,3,4-trimethoxybenzyl)amino)benzyl)-2-((2-fluoro-4-iodophenyl)amino)benzoate